(2s,4s)-N-((1s,3s)-3-(bicyclo[4.2.0]oct-1(6),2,4-trien-3-yl)cyclobutyl)-N-methyl-6-oxo-7-oxa-5-azaspiro[3.4]octane-2-carboxamide C1=2C=C(C=CC2CC1)C1CC(C1)N(C(=O)C1CC2(C1)NC(OC2)=O)C